monosilicon chlorosilane Cl[SiH3].[Si]